5-(4-(3-(4-(5,5-dimethyl-4,5-dihydrooxazol-2-yl)-3,5-difluorophenoxy)propyl)piperidin-1-yl)-3-isopropyl-1,2,4-oxadiazole CC1(CN=C(O1)C1=C(C=C(OCCCC2CCN(CC2)C2=NC(=NO2)C(C)C)C=C1F)F)C